(2S)-cyclopropylmethyl 2-cyclohexyl-2-(((4-nitrophenoxy)(phenoxy)phosphoryl)amino)acetate C1(CCCCC1)[C@@H](C(=O)OCC1CC1)NP(=O)(OC1=CC=CC=C1)OC1=CC=C(C=C1)[N+](=O)[O-]